CC=1C2=C(S(C1)(=O)=O)C=CC=C2 3-methylbenzo[b]thiophene 1,1-dioxide